ClC1=C(OCC=2C=C(C(=O)N[C@@H](CC(N)=O)C(=O)OC(C)(C)C)C=CC2)C=CC(=C1)C(F)(F)F tert-butyl (3-((2-chloro-4-(trifluoromethyl)phenoxy)-methyl)benzoyl)-L-asparaginate